C1(CC1)C1=CC(=C(C=C1)C1=C(C=NN1C1CCOCC1)C(=O)N[C@@H]1C(NC2=C(C(=N1)C1=CC=CC=C1)C=CC=C2F)=O)F 5-(4-Cyclopropyl-2-fluorophenyl)-N-[(3S)-9-fluoro-2-oxo-5-phenyl-1,3-dihydro-1,4-benzodiazepin-3-yl]-1-(oxan-4-yl)pyrazole-4-carboxamide